carbene iron (III) phenolate C1(=CC=CC=C1)[O-].C=[Fe+]